6-[4-methyl-1-(pyrimidin-2-ylmethyl)pyrrolidin-3-yl]-3-tetrahydropyran-4-yl-7H-imidazo[1,5-a]pyrazin-8-one CC1C(CN(C1)CC1=NC=CC=N1)C=1NC(C=2N(C1)C(=NC2)C2CCOCC2)=O